OC(C)(C)C=1N=CC(=NC1)N1C(O[C@@]2(C1)C[C@@](CC(C2)(C)C)(C)CN2C=NC1=C2C=C(C=C1)C#N)=O 1-(((5R,7S)-3-(5-(2-hydroxypropan-2-yl)pyrazin-2-yl)-7,9,9-trimethyl-2-oxo-1-oxa-3-azaspiro[4.5]decane-7-yl)methyl)-1H-benzo[d]imidazole-6-carbonitrile